C1(=CC=CC=C1)C1(C(NCC1)=O)C1=CC=CC=C1 3,3-diphenyl-pyrrolidin-2-one